ClCC(=O)C1=CNC2=CC(=C(C=C12)OCC1=CC(=C(C=C1)C(F)(F)F)F)Cl 2-chloro-1-(6-chloro-5-((3-fluoro-4-(trifluoromethyl)benzyl)oxy)-1H-indol-3-yl)ethan-1-one